bromocyanoindanone BrC1(C(C2=CC=CC=C2C1)=O)C#N